N-(2-chloro-6-methylphenyl)-2-((6-(4-(4-((2-(2,6-dioxopiperidin-3-yl)-1-oxoisoindolin-4-yl)amino)butanoyl)piperazin-1-yl)-2-methylpyrimidin-4-yl)amino)thiazole-5-carboxamide ClC1=C(C(=CC=C1)C)NC(=O)C1=CN=C(S1)NC1=NC(=NC(=C1)N1CCN(CC1)C(CCCNC1=C2CN(C(C2=CC=C1)=O)C1C(NC(CC1)=O)=O)=O)C